C(CCCC(=O)OC(CCCCCCCC)CCCCCCCC)(=O)OCC(COC(N(C)CCN(CC)CC)=O)COC(CCCCCCC\C=C/C\C=C/CCCCC)=O 3-(((2-(diethylamino)ethyl)(methyl)carbamoyl)oxy)-2-((((9Z,12Z)-octadeca-9,12-dienoyl)oxy)methyl)propyl heptadecan-9-yl glutarate